(S)-(S)-pentan CCCCC